COCCOCCOCCOCCOC bis[2-(2-methoxyethoxy)ethyl] ether